C1(CC1)C1=C(C(=NO1)C1=C(C=CC=C1Cl)Cl)COC12CCC(CC1)(CC2)CN2N=C(C(=C2)C(=O)O)C(F)F ((4-((5-cyclopropyl-3-(2,6-dichlorophenyl)isoxazol-4-yl)methoxy)bicyclo[2.2.2]octan-1-yl)methyl)-3-(difluoromethyl)-1H-pyrazole-4-carboxylic acid